CCCCC/C=C\C/C=C\C/C=C\C/C=C\CCCC(=O)N1CCOCC1 Arachidonoylmorpholine